tert-butyl 4-[(3R)-pyrrolidin-3-yl]piperazine-1-carboxylate N1C[C@@H](CC1)N1CCN(CC1)C(=O)OC(C)(C)C